5-chloro-2-methyl-N-((1r,4r)-4-((2-oxo-3-(pyridin-4-ylmethyl)-2,3-dihydro-1H-benzo[d]imidazol-1-yl)methyl)cyclohexyl)nicotinamide ClC=1C=NC(=C(C(=O)NC2CCC(CC2)CN2C(N(C3=C2C=CC=C3)CC3=CC=NC=C3)=O)C1)C